1-amino-5-(1,1-difluoroethyl)pyrrolidin-2-one NN1C(CCC1C(C)(F)F)=O